N-[(1R,2R)-7-Fluoro-2-(pyrrolidin-1-yl)-2,3-dihydro-1H-inden-1-yl]-6-{1H-pyrrolo[2,3-b]pyridin-4-yl}pyridine-3-carboxamide FC=1C=CC=C2C[C@H]([C@@H](C12)NC(=O)C=1C=NC(=CC1)C1=C2C(=NC=C1)NC=C2)N2CCCC2